3,3-Difluoro-5'-methylspiro(cyclobutane-1,3'-pyrrolo[3,2-b]pyridine)-2'(1'H)-one FC1(CC2(C(NC=3C2=NC(=CC3)C)=O)C1)F